S-3-(3-methylaminopropylamino)propyl-phosphorothioic acid CNCCCNCCCS=P(O)(O)O